NC1=C(C2=C(S1)C(=CC=C2C2=C1C(=NN3C1=C(C=C2F)C(N2C(CC3)CNCC2)=O)F)F)C#N 2-Amino-4-(2,4-difluoro-14-oxo-8,8a,9,10,11,12-hexahydro-7H,14H-pyrazino[1',2':5,6][1,5]diazocino[3,2,1-hi]indazol-3-yl)-7-fluorobenzo[b]thiophene-3-carbonitrile